CC(CC(=O)O)CC β-methyl-valeric acid